COC(C1=CC=C(C=C1)OC)=O Methylanisat